(R)-1-(5-(3-chloro-5-(4,5-diaminopyrimidin-2-yl)phenyl)-2,2-dimethylmorpholino)prop-2-en-1-one ClC=1C=C(C=C(C1)C1=NC=C(C(=N1)N)N)[C@H]1N(CC(OC1)(C)C)C(C=C)=O